C(CCC)[Sn](\C=C/C(=O)O)(CCCC)CCCC (Z)-3-tributylstannylacrylic acid